6-(3-(3-((1-(3-chloro-4-fluorophenyl)cyclopropyl)amino)propanoyl)-3,8-diazabicyclo[3.2.1]octan-8-yl)nicotinonitrile ClC=1C=C(C=CC1F)C1(CC1)NCCC(=O)N1CC2CCC(C1)N2C2=NC=C(C#N)C=C2